2-(4-fluoro-3-((R or S)-1-(((R)-phenyl((R)-1,2,3,4-tetrahydropyrido[2,3-b]pyrazin-3-yl)methyl)amino)propan-2-yl)phenyl)acetic acid FC1=C(C=C(C=C1)CC(=O)O)[C@H](CN[C@@H]([C@H]1CNC2=C(N1)N=CC=C2)C2=CC=CC=C2)C |o1:11|